ethyl vanillin (methacrylate) C(C(=C)C)(=O)O.O=CC1=CC(OCC)=C(O)C=C1